3-(3-((3-(1-(3-Chloro-4-(trifluoromethyl)phenethyl)-1H-1,2,3-triazol-4-yl)phenyl)amino)-2,5-dioxo-2,5-dihydro-1H-pyrrol-1-yl)piperidine-2,6-dione ClC=1C=C(CCN2N=NC(=C2)C=2C=C(C=CC2)NC=2C(N(C(C2)=O)C2C(NC(CC2)=O)=O)=O)C=CC1C(F)(F)F